tert-butyl 4-[2-[5-(5,6,7,8-tetrahydropyrido[3,2-d]pyrimidin-2-yl)-2-pyridyl]ethyl]piperidine-1-carboxylate N1=C(N=CC2=C1CCCN2)C=2C=CC(=NC2)CCC2CCN(CC2)C(=O)OC(C)(C)C